racemic-(cis)-2-((6-((6-methoxy-2-methyl-1,2,3,4-tetrahydroisoquinolin-7-yl)amino)-1H-pyrazolo[3,4-d]pyrimidin-1-yl)methyl)cyclopropane-1-carboxylic acid COC=1C=C2CCN(CC2=CC1NC1=NC=C2C(=N1)N(N=C2)C[C@@H]2[C@@H](C2)C(=O)O)C